[Cl-].C(CCCCCCCCCCCCC)(=O)OCC[N+](C)(C)C Myristoylcholine chloride